3-(cyclopropylmethyl)imidazole-4-sulfonyl chloride C1(CC1)CN1C=NC=C1S(=O)(=O)Cl